Cl.CC1(CC2SCC[C@@H](C(N2[C@@H]1C(=O)N[C@@H]1CCSC2=CC=CC=C12)=O)NC([C@H](C)NC)=O)C (4S,7S)-8,8-dimethyl-4-((S)-2-(methylamino)propanamido)-5-oxo-N-((R)-thiochroman-4-yl)octahydropyrrolo[2,1-b][1,3]thiazepine-7-carboxamide hydrochloride